CN1C(N(C2=C1C=C(C=C2)C2CCN(CC2)C(CC2CCNCC2)=O)C2C(NC(CC2)=O)=O)=O 3-[3-methyl-2-oxo-5-[1-[2-(4-piperidyl)acetyl]-4-piperidyl]benzimidazol-1-yl]piperidine-2,6-dione